(trimethylsiloxy) silicate [Si](OO[Si](C)(C)C)([O-])([O-])[O-]